C(CCCCCCCCCCC)(=O)O.C(CCCCCCCCCCC)(=O)O.C1(\C=C/C(=O)O1)=O maleic anhydride bislaurate